NC1=NN(C2=CC(=C(C(=C12)C=1C(=NN(C1C)C1CC2(CN(C2)C(=O)OC(C)(C)C)C1)C1=CC2=CN(N=C2C=C1)CCOC)Cl)C)C(=O)OCCCC butyl 3-amino-4-(1-(2-(tert-butoxycarbonyl)-2-azaspiro[3.3]heptan-6-yl)-3-(2-(2-methoxyethyl)-2H-indazol-5-yl)-5-methyl-1H-pyrazol-4-yl)-5-chloro-6-methyl-1H-indazole-1-carboxylate